N-[(1R,3S)-3-{[6-chloro-2-(trifluoromethyl)quinolin-4-yl]amino}cyclohexyl]-2-methyl-2H,4H,5H,6H,7H-pyrazolo[4,3-c]pyridine-5-carboxamide ClC=1C=C2C(=CC(=NC2=CC1)C(F)(F)F)N[C@@H]1C[C@@H](CCC1)NC(=O)N1CC=2C(CC1)=NN(C2)C